(S)-4-amino-N-cyclopropyl-7-fluoro-1-methyl-N-(6-(trifluoromethyl)-2,3-dihydrobenzofuran-3-yl)-1H-pyrazolo[4,3-c]quinoline-8-carboxamide NC1=NC=2C=C(C(=CC2C2=C1C=NN2C)C(=O)N([C@@H]2COC1=C2C=CC(=C1)C(F)(F)F)C1CC1)F